CC1CC(C=C(C1)NC(C1=CC(=CC=C1)C(F)(F)F)=O)=O N-(5-methyl-3-oxocyclohex-1-en-1-yl)-3-(trifluoromethyl)benzamide